CC1(N(C(CCC1)(C)C)C1=CC=CC=C1C(=O)O)C.FC(C1=C(C(=CC(=C1)C(F)(F)F)C(F)(F)F)C(C)=O)(F)F 1-(2,4,6-tris(trifluoromethyl)phenyl)ethan-1-one 2,2,6,6-tetramethylpiperidinebenzoate